ClC(C(=O)OC(C(Cl)F)=O)F.[Na] sodium (2-chloro-2-fluoro-acetyl) oxide